FC(C(CCCC1=CC=C(C=C1)OC)=O)F 1,1-difluoro-5-(4-methoxyphenyl)pentan-2-one